OC=1C2=C(N=C(N1)SC)CN(CC2)C(=O)OC(C)(C)C tert-Butyl 4-hydroxy-2-(methylthio)-5,8-dihydropyrido[3,4-d]pyrimidine-7(6H)-carboxylate